4-(4-((1S,4S)-2,5-diazabicyclo[2.2.1]heptan-2-yl)-6-chloro-8-fluoro-2-(((S)-1-methylpyrrolidin-2-yl)methoxy)quinazolin-7-yl)naphthalen-2-ol [C@@H]12N(C[C@@H](NC1)C2)C2=NC(=NC1=C(C(=C(C=C21)Cl)C2=CC(=CC1=CC=CC=C21)O)F)OC[C@H]2N(CCC2)C